(±)-3-[3-[(4,5-Dichloro-1-methyl-indole-2-carbonyl)amino]-1-(methylcarbamoyl-sulfamoyl)-3-piperidyl]benzoic acid ClC1=C2C=C(N(C2=CC=C1Cl)C)C(=O)N[C@@]1(CN(CCC1)S(NC(NC)=O)(=O)=O)C=1C=C(C(=O)O)C=CC1 |r|